C1OC2=C(O1)C=C(C=C2)C[C@@H](CO)[C@@H](CC3=CC4=C(C=C3)OCO4)CO The molecule is a glycol that is butane-1,4-diol substituted at the 2- and 3-positions by (1,3-benzodioxol-5-yl)methyl groups (the R,R-configuration). It is a lignan, a member of butanediols, a glycol and a member of benzodioxoles.